N1CCCC1 Azolane